N2,N9-bis([1,1'-biphenyl]-4-yl)-7,14-diphenyl-carbazolo[4,3-c]carbazole-2,9-diamine C1(=CC=C(C=C1)NC=1C=CC=2C=3C4=C(C=CC3N(C2C1)C1=CC=CC=C1)C=1C=2C=CC(=CC2N(C1C=C4)C4=CC=CC=C4)NC4=CC=C(C=C4)C4=CC=CC=C4)C4=CC=CC=C4